(R)-4-(2,2-difluoro-7-((5-methoxy-7-methyl-1H-indol-4-yl)methyl)-7-azaspiro[3.5]nonan-6-yl)-2-(methylamino)benzoic acid FC1(CC2(C1)C[C@@H](N(CC2)CC2=C1C=CNC1=C(C=C2OC)C)C2=CC(=C(C(=O)O)C=C2)NC)F